[2-[[5-(4-methylpiperazin-1-yl)pyridin-2-yl]amino]-8-piperidin-1-ylpyridino[3,4-d]pyrimidin-6-yl]methanol CN1CCN(CC1)C=1C=CC(=NC1)NC=1N=CC2=C(N1)C(=NC(=C2)CO)N2CCCCC2